[C@@H]1([C@H](O)[C@H](O)[C@@H](CO)O1)N1C=NC=2C(N)=NC=NC12.P(=O)(O)(O)O Phosphate-adenosine